palladium-copper-gold [Au].[Cu].[Pd]